3-((1-cyclopropyl-2-methyl-1H-benzo[d]imidazol-5-yl)ethynyl)-5-(methylamino)-1H-pyrazole-4-carboxamide C1(CC1)N1C(=NC2=C1C=CC(=C2)C#CC2=NNC(=C2C(=O)N)NC)C